bromo-1,4-dibutyl-1,4-disilacyclohexane Br[Si]1(CC[SiH](CC1)CCCC)CCCC